1-(2-Hydroxy-3-benzoyloxy-propan-1-yl)-3-(4-vinylbenzyl)-1H-imidazolium iodid [I-].OC(CN1C=[N+](C=C1)CC1=CC=C(C=C1)C=C)COC(C1=CC=CC=C1)=O